C12CCC(CC1)N2C2=C(C=C1C(=N2)COC1)C(=O)[O-] 2-(7-azabicyclo[2.2.1]heptan-7-yl)-5,7-dihydrofuro[3,4-b]pyridine-3-carboxylate